rac-3-bromopiperidine-2,6-dione Br[C@H]1C(NC(CC1)=O)=O |r|